[Br-].C(CC)[N+](C)(CCC)CCC tri-propyl-methyl-ammonium bromide